hexahydro-1H-thieno[3,4-c]pyrrole 2,2-dioxide C1S(CC2C1CNC2)(=O)=O